C(CCCC)N(C(=O)NC1=CC=CC=C1)C N-pentyl-N-methylphenyl-urea